diacetyl-amine C(C)(=O)NC(C)=O